FC1=CC=CC=2C(=NC(C(NC21)=O)NC(=O)C=2C(=NN1C2OCCC[C@@H]1C)C1=C(C=CC=C1)F)C1=CC=CC=C1 |o1:25| (8S*)-N-(9-fluoro-2-oxo-5-phenyl-1,3-dihydro-1,4-benzodiazepin-3-yl)-2-(2-fluorophenyl)-8-methyl-5,6,7,8-tetrahydropyrazolo[5,1-b][1,3]oxazepine-3-carboxamide